1-(4-chloro-3-fluorophenyl)-3,3-dimethyl-2,3-dihydro-1H-pyrrolo[3,2-b]pyridine-5-carboxylic acid ClC1=C(C=C(C=C1)N1CC(C2=NC(=CC=C21)C(=O)O)(C)C)F